5-isocyanato-2-(2-pyridyl)pyridine N(=C=O)C=1C=CC(=NC1)C1=NC=CC=C1